NC1=NC=NC=2C3=C(CC(C12)(C)C)C=C(C=C3)O 4-amino-5,5-dimethyl-6H-benzo[H]quinazolin-8-ol